C(C1=CC=CC=C1)N1C(C(O[C@H]([C@H]1CO[Si](C1=CC=CC=C1)(C1=CC=CC=C1)C(C)(C)C)C)(F)F)([2H])[2H] (5R,6S)-4-benzyl-5-(((tert-butyldiphenylsilyl)oxy)methyl)-2,2-difluoro-6-methyl-morpholine-3,3-d2